C(C(=C)C)(=O)SCC(SCCSC(C(=C)C)=O)CSCCSC(C(=C)C)=O 4-methacryloylthiomethyl-3,6-dithia-1,8-bis(methacryloylthio)octane